C(C1=CC=CC=C1)(=O)OCCOCCOCCOC1=CC=CC=C1 2-(2-(2-phenoxyethoxy)ethoxy)ethyl benzoate